FC1=C(C=CC(=C1)OC)C1CC(CC(C1)=O)=O 5-(2-fluoro-4-methoxyphenyl)-1,3-cyclohexanedione